C(\C=C\C(=O)O)(=O)O.C(C)N(C(C1=C(C=CC(=C1)F)OC1=C(N=CN=N1)N1CC2(CN(C2)[C@@H](C(C)C)CCCN(C)CCO)CC1)=O)C(C)C (R)-N-ethyl-5-fluoro-2-((5-(2-(6-((2-hydroxyethyl)(methyl)amino)-2-methylhexan-3-yl)-2,6-diazaspiro[3.4]octan-6-yl)-1,2,4-triazin-6-yl)oxy)-N-isopropylbenzamide fumarate